tri(dimethylamino)aluminum CN(C)[Al](N(C)C)N(C)C